2-[(2S)-2-amino-4-methylpentyl]-5-chloro-3-methyl-N-[(1,3-thiazol-2-yl)methyl]thieno[3,2-b]pyridin-7-amine hydrochloride Cl.N[C@H](CC1=C(C2=NC(=CC(=C2S1)NCC=1SC=CN1)Cl)C)CC(C)C